C1(CC1)N1CCC(CC1)N1CCC(CC1)C=1C=CC2=C(N(C(=N2)C2=CC=C(C=C2)S(=O)(=O)C)C)C1F 6-(1'-Cyclopropyl-[1,4'-bipiperidin]-4-yl)-7-fluoro-1-methyl-2-(4-(methylsulfonyl)phenyl)-1H-benzo[d]imidazol